2-formylbenzene sodium [Na].C(=O)C1=CC=CC=C1